1,3-bis(4-methoxy-2,6-dimethylphenyl)-4,5-dimethylimidazole chloride [Cl-].COC1=CC(=C(C(=C1)C)N1CN(C(=C1C)C)C1=C(C=C(C=C1C)OC)C)C